Br.[N+](=O)([O-])C=1C=2CCC3=C(N=C4N3C=CC=N4)C2C=CC1 4-nitro-5,6-dihydronaphtho[1',2':4,5]imidazo[1,2-a]pyrimidine Hydrobromide Salt